Cl.C(CCCCCCC\C=C/CCCCCCCC)(=O)O.C(CCCCCCC\C=C/CCCCCCCC)(=O)O dioleate hydrochloride